hydroxypiperidine compound with water O.ON1CCCCC1